2-[(E)-2-cyclopropylethenyl]-4,4,5,5-tetramethyl-1,3,2-dioxaborolane C1(CC1)/C=C/B1OC(C(O1)(C)C)(C)C